NC1=CC=C(OC2=C(C(=O)NC3=CC=C(C=C3)N=NC3=CC=CC=C3)C(=CC=C2)OC2=CC=C(C=C2)N)C=C1 2,6-bis(p-aminophenoxy)-N-[4-(phenylazo)phenyl]benzamide